FC1(CC(C1)OC1=CC(=NC=N1)C(C(F)F)=O)F 1-[6-(3,3-difluorocyclobutoxy)pyrimidin-4-yl]-2,2-difluoro-ethanone